BrC=1C=C2C(=CC(=NC2=CC1F)NCC1=CC=C(C=C1)OC)C(=O)OC methyl 6-bromo-7-fluoro-2-((4-methoxybenzyl)amino)quinoline-4-carboxylate